di(5-hexenyl)tetramethyl-disiloxane C(CCCC=C)[Si](O[Si](C)(C)C)(C)CCCCC=C